(R)-7-isopropoxy-1-(piperidin-3-yloxy)-4-(1-((tetrahydro-2H-pyran-4-yl)methyl)-1H-pyrazol-4-yl)isoquinoline-6-carboxamide C(C)(C)OC1=C(C=C2C(=CN=C(C2=C1)O[C@H]1CNCCC1)C=1C=NN(C1)CC1CCOCC1)C(=O)N